C(C)(C)(C)NS(=O)(=O)C1(CC1)COC=1N=CC=C2C=C(C(N(C12)C)=O)C(=O)NCC1=CC=C(C=C1)C#N 8-((1-(N-(tert-butyl)sulfamoyl)cyclopropyl)methoxy)-N-(4-cyanobenzyl)-1-methyl-2-oxo-1,2-dihydro-1,7-naphthyridine-3-carboxamide